N-(1-(4-(trifluoromethyl)phenyl)ethyl)acetamide FC(C1=CC=C(C=C1)C(C)NC(C)=O)(F)F